C(#N)C1=CC=C(C=C1)N1CCN(CC1)C1=CC=C(C=C1)NC(C1=CN=C(C=C1)OC)=O N-(4-(4-(4-Cyanophenyl)piperazin-1-yl)phenyl)-6-methoxynicotinamid